propan-2-yl 2-[(2R,3S,4S,5S,6R)-3,4,5-trihydroxy-6-(4-nitrophenoxy)oxan-2-yl]ethane-1-sulfonate O[C@@H]1[C@H](O[C@@H]([C@H]([C@H]1O)O)OC1=CC=C(C=C1)[N+](=O)[O-])CCS(=O)(=O)OC(C)C